(S)-1-(4-((((7-(1-(3,4-Difluorobenzyl)piperidin-3-yl)-2-methylpyrazolo[1,5-a]pyrimidin-3-yl)methyl)amino)methyl)piperidin-1-yl)ethan-1-one FC=1C=C(CN2C[C@H](CCC2)C2=CC=NC=3N2N=C(C3CNCC3CCN(CC3)C(C)=O)C)C=CC1F